(2S,5R)-2-(1,3-Bis(4-fluorophenyl)-1H-pyrazol-4-yl)-3-(4-ethoxyphenethyl)-5-methyloxazolidin-4-one FC1=CC=C(C=C1)N1N=C(C(=C1)[C@@H]1O[C@@H](C(N1CCC1=CC=C(C=C1)OCC)=O)C)C1=CC=C(C=C1)F